C(CCCCCCC\C=C/CCCCCCCC)(=O)OCCCCCCCCCCCCCCCCCCCCCCCCCCCCCCCCCCC(=O)O 35-oleoyloxy-pentatriacontanoic acid